(R)-5-(3-But-2-ynamidopyrrolidin-1-yl)-2,3-dioxo-pyridine C(C#CC)(=O)N[C@H]1CN(CC1)C1=CC(C(N=C1)=O)=O